C(C)OC1=NC=CC=C1C=1C=C(C=2N(N1)C(=NC2C(CC)C)C)NCC2=NN(C=N2)C (+)-2-(2-ethoxy-3-pyridinyl)-7-methyl-N-[(1-methyl-1,2,4-triazol-3-yl)methyl]-5-[1-methylpropyl]imidazo[1,5-b]pyridazin-4-amine